CC1=CC(=CC=C1)CCCC 1-methyl-3-n-butyl-benzene